1-(3-fluorophenyl)-N-(2-methoxy-3-{[2-(pyrrolidin-1-yl)ethoxy]methyl}-6H,7H,8H,9H-cyclohexa[b]1,5-naphthyridin-10-yl)piperidin-4-amine FC=1C=C(C=CC1)N1CCC(CC1)NC1=C2C(=NC3=CC(=C(N=C13)OC)COCCN1CCCC1)CCCC2